ClC1=C(C=CC=2OC3=C(C21)C=CC=C3)N 1-chloro-2-aminodibenzofuran